FC=1C(=NC=C(C1)F)C1=C(C=C(C=C1)S(=O)(=O)CC1CCN(CC1)C(C)=O)F 1-(4-(((4-(3,5-Difluoropyridin-2-yl)-3-fluorophenyl)sulfonyl)methyl)piperidin-1-yl)ethan-1-one